OC1=C(C(=CC(=C1CNC(=O)C1CCCCC1)CCCCC)O)C1=C(C=CC(=C1)C)C(=C)C N-((2,6-dihydroxy-5'-methyl-4-pentyl-2'-(prop-1-en-2-yl)-[1,1'-biphenyl]-3-yl)methyl)cyclohexanecarboxamide